BrC1(CC(C1)(C)C)C(=O)OC(C)(C)C tert-butyl 1-bromo-3,3-dimethylcyclobutane-1-carboxylate